NC=1C2=C(N=CN1)N(C(=C2C2=CC(=C(C(=C2)C)OC2=NC=CC=C2)O)C2=CC=C(C=C2)NC(C(=C)C)=O)C N-(4-(4-amino-5-(3-hydroxy-5-methyl-4-(pyridin-2-yloxy)phenyl)-7-methyl-7H-pyrrolo[2,3-d]pyrimidin-6-yl)phenyl)methacrylamide